C(C)(=O)O.COC(=O)C1=CC=C2CC(NC2=C1)=O 2-oxo-2,3-dihydro-1H-indole-6-carboxylic acid methyl ester acetate